5-bromo-2-chloro-3-fluoro-N-(1-iminoethyl)isonicotinamide BrC1=CN=C(C(=C1C(=O)NC(C)=N)F)Cl